BrC=1C=C2C(=NC1)N=C(O2)C2=C(C(=CC(=C2)F)[N+](=O)[O-])C 6-bromo-2-(5-fluoro-2-methyl-3-nitrophenyl)-oxazolo[4,5-b]pyridine